C1(CC1)C=1C=C(C=2N(N1)C=C(N2)C=O)N2C(N(C(C2)=O)C)=O 6-cyclopropyl-8-(3-methyl-2,4-dioxoimidazolidin-1-yl)imidazo[1,2-b]pyridazine-2-carbaldehyde